1-amino-N-(3-chloro-2-fluorophenylmethyl)cyclopentanecarboxamide NC1(CCCC1)C(=O)NCC1=C(C(=CC=C1)Cl)F